C(C)OC(=O)C=1OC(C(C1C1=C(C(=C(C=C1)F)F)OC)C)(C(F)(F)F)C 3-(3,4-difluoro-2-methoxyphenyl)-4,5-dimethyl-5-(trifluoromethyl)-4,5-dihydrofuran-2-carboxylic acid ethyl ester